N1-(2,6-difluorophenyl)-N2-((S)-1-(((S)-6-(hydroxyamino)-2,6-dioxo-1-(2,3,5,6-tetrafluorophenoxy)hexan-3-yl)amino)-1-oxopropan-2-yl)oxalamide FC1=C(C(=CC=C1)F)NC(C(=O)N[C@H](C(=O)N[C@H](C(COC1=C(C(=CC(=C1F)F)F)F)=O)CCC(=O)NO)C)=O